N-[4-(4-methyl-2-phenylpiperazine-1-carbonyl)-3-pyrrolidin-1-ylphenyl]cyclopropanecarboxamide CN1CC(N(CC1)C(=O)C1=C(C=C(C=C1)NC(=O)C1CC1)N1CCCC1)C1=CC=CC=C1